N-Hydroxyethylglucamine OCCNC[C@H](O)[C@@H](O)[C@H](O)[C@H](O)CO